N-[(3R)-1-[[3-(trifluoromethyl)phenyl]methyl]-3-piperidyl]prop-2-enamide FC(C=1C=C(C=CC1)CN1C[C@@H](CCC1)NC(C=C)=O)(F)F